ClC1=C(COC2=C1C=C(C=C2)F)C=O 4-CHLORO-6-FLUORO-2H-BENZOPYRAN-3-CARBOXALDEHYDE